The molecule is a pyrimidine 2'-deoxyribonucleoside compound having 5-trifluoromethyluracil as the nucleobase. An antiviral drug used mainly in the treatment of primary keratoconjunctivitis and recurrent epithelial keratitis. It has a role as an antiviral drug, an antimetabolite, an EC 2.1.1.45 (thymidylate synthase) inhibitor and an antineoplastic agent. It is a nucleoside analogue, an organofluorine compound and a pyrimidine 2'-deoxyribonucleoside. C1[C@@H]([C@H](O[C@H]1N2C=C(C(=O)NC2=O)C(F)(F)F)CO)O